(R)-2-((1-((1r,4R)-4-aminocyclohexyl)-2-methylpropan-2-yl)amino)-1-(5-fluoropyridin-3-yl)ethan-1-ol NC1CCC(CC1)CC(C)(C)NC[C@H](O)C=1C=NC=C(C1)F